Cl.Cl.ClC1=C(C=C(C=C1)C(C(C)C)N1[C@@H](CN[C@H](C1)C)C)F (2R,5S)-1-(1-(4-Chloro-3-fluorophenyl)-2-methylpropyl)-2,5-dimethylpiperazine Dihydrochloride